argon 5-chloro-6-(4,4,5,5-tetramethyl-1,3,2-dioxaborolan-2-yl)-3,4-dihydroisoquinolin-1(2H)-one ClC1=C2CCNC(C2=CC=C1B1OC(C(O1)(C)C)(C)C)=O.[Ar]